C(C1=CC=CC=C1)N1CCC(=CC1)COC=1C(=C(C(C(=O)OC)=CC1)C(=O)OC)Br Dimethyl 4-((1-benzyl 1,2,3,6-tetrahydropyridin-4-yl)methoxy)-3-bromophthalate